chloro-2-methyl-5-(methyl-d3)-4,5-dihydro-2H-pyrazolo[4,3-c][1,7]naphthyridine ClC=1N(N=C2C1CN(C=1C=NC=CC21)C([2H])([2H])[2H])C